Anti-dimethylsilanediyl[2-iso-propyl-4-(3,5-dimethylphenyl)-5-methoxy-6-tert-butylinden-1-yl][2-methyl-4-(3,5-dimethylphenyl)-5-methoxy-6-tert-butylinden-1-yl]hafnium dichloride [Cl-].[Cl-].C[Si](=[Hf+2](C1C(=CC2=C(C(=C(C=C12)C(C)(C)C)OC)C1=CC(=CC(=C1)C)C)C)C1C(=CC2=C(C(=C(C=C12)C(C)(C)C)OC)C1=CC(=CC(=C1)C)C)C(C)C)C